COCCNC(=O)C1=CC=C(C=N1)N1CCN(CC1)C(=O)[O-] 4-(6-((2-Methoxyethyl)carbamoyl)pyridin-3-yl)piperazine-1-carboxylate